4-((6,7-Dimethoxyquinolin-4-yl)amino)-2-((4-(hydroxymethyl)piperidin-1-yl)methyl)phenol COC=1C=C2C(=CC=NC2=CC1OC)NC1=CC(=C(C=C1)O)CN1CCC(CC1)CO